4-(((2-(2,6-dioxopiperidin-3-yl)benzyl)amino)methyl)-N-(4-methyl-3-((4-(pyridin-3-yl)pyrimidin-2-yl)amino)phenyl)benzamide O=C1NC(CCC1C1=C(CNCC2=CC=C(C(=O)NC3=CC(=C(C=C3)C)NC3=NC=CC(=N3)C=3C=NC=CC3)C=C2)C=CC=C1)=O